3,3-difluoro-N-((R)-1-(((2R,3S)-3-hydroxy-4-oxo-1-phenyl-4-((thiazole-2-ylmethyl)amino)butan-2-yl)amino)-3-methoxy-1-oxopropan-2-yl)cyclohexane-1-carboxamide FC1(CC(CCC1)C(=O)N[C@@H](C(=O)N[C@H](CC1=CC=CC=C1)[C@@H](C(NCC=1SC=CN1)=O)O)COC)F